tert-butyl (S)-6-(5-fluoro-3-(4-(methoxycarbonyl) benzyl)-4-oxo-3,4-dihydro-quinazolin-2-yl)-5-azaspiro[2.4]heptane-5-carboxylate FC1=C2C(N(C(=NC2=CC=C1)[C@H]1N(CC2(CC2)C1)C(=O)OC(C)(C)C)CC1=CC=C(C=C1)C(=O)OC)=O